C(C)C1C2N(CC(C=C2)C1)CCC1=COC2=C1C=C(C=C2)F exo-7-ethyl-2-(2-(5-fluorobenzofuran-3-yl)ethyl)-2-azabicyclo[2.2.2]oct-5-ene